5-(2-{2-methoxy-4-[1-(methoxycarbonyl)cyclopropyl]phenyl}-2-azaspiro[3.3]heptan-6-yl)-3-methyl-1,2-oxazole-4-carboxylic acid COC1=C(C=CC(=C1)C1(CC1)C(=O)OC)N1CC2(C1)CC(C2)C2=C(C(=NO2)C)C(=O)O